5-((naphthalene-2-sulfonamido)methyl)tetrahydrofuran-3,4-diyl diacetate C(C)(=O)OC1COC(C1OC(C)=O)CNS(=O)(=O)C1=CC2=CC=CC=C2C=C1